FC(CNC[C@H](C1=CC=CC=C1)NC(=O)C=1NC2=C(C=C3C(=NNC3=C2)C2=CC=NC=C2)N1)F (S)-N-(2-((2,2-difluoroethyl)amino)-1-phenylethyl)-3-(pyridin-4-yl)-1,7-dihydroimidazo[4,5-f]indazole-6-carboxamide